ClC1=C2C(=NC=C1)C=C(O2)C2=CC=C(C(=O)N(C1CCOCC1)C)C=C2 4-(7-chlorofuro[3,2-b]pyridin-2-yl)-N-methyl-N-(tetrahydro-2H-pyran-4-yl)benzamide